[Cl-].C(=O)(C(=C)C)NCC[N+]1=CC(=CC=C1)Br 1-(2-Methacrylaminoethyl)-3-bromopyridinium chloride